N1=CC=C(C=C1)CCNC(C1=CC=CC=C1)=O N-[2-(4-pyridyl)ethyl]benzamide